β-hydroxybutyrylcarnitine CC(CC(=O)OC(CC(=O)[O-])C[N+](C)(C)C)O